Cl.CC(C)N1C2C3=CC=CC=C3C1CC2 11-(propan-2-yl)-11-azatricyclo[6.2.1.02,7]undeca-2,4,6-triene hydrochloride